ClC=1C=C(C=CC1C(=O)N1CC(C1)C)NC1CN(C1)C1CCN(CC1)C(=O)OC(C)(C)C tert-butyl 4-(3-((3-chloro-4-(3-methylazetidine-1-carbonyl)phenyl)amino)azetidin-1-yl)piperidine-1-carboxylate